tert-butyl (cis-4-(4-chloro-5-((3-fluoro-5-(phenylethynyl)pyridin-2-yl)carbamoyl)-1H-pyrazol-1-yl)cyclohexyl)carbamate ClC=1C=NN(C1C(NC1=NC=C(C=C1F)C#CC1=CC=CC=C1)=O)[C@H]1CC[C@H](CC1)NC(OC(C)(C)C)=O